N-tert-butyl-3-[[2-(2-hydroxyphenyl)acetyl]amino]benzamide C(C)(C)(C)NC(C1=CC(=CC=C1)NC(CC1=C(C=CC=C1)O)=O)=O